FC1(CC(C1)N1C=NC(=C1C=1NC=C(N1)C(=O)NC1=NC=C(C=C1)N1CCCC1)C1=CC=C(C=C1)F)F 3'-(3,3-difluorocyclobutyl)-5'-(4-fluorophenyl)-N-(5-(pyrrolidin-1-yl)pyridin-2-yl)-1H,3'H-[2,4'-biimidazole]-4-carboxamide